(S)-2-amino-2-(pyridin-2-yl)ethan-1-ol N[C@H](CO)C1=NC=CC=C1